NC1=C(N=CC(=N1)N1CCC(CC1)(F)CC(=O)OC(C)(C)C)SC1=C(C(=CC=C1)N)Cl tert-Butyl ((1-(6-amino-5-((3-amino-2-chlorophenyl)thio)pyrazin-2-yl)-4-fluoropiperidin-4-yl)methyl)carboxylate